N1[C@@H](CCC1=O)C(=O)[O-].[Na+] Natrium pidolat